C(C)C=C(C(=O)OOCC1=CC=CC=C1)C benzoxy ethylmethacrylate